2-(1-(benzo[4,5]imidazo[1,2-a]pyrimidin-2-yl)piperidin-4-yl)-N-(9H-fluoren-9-yl)acetamide N=1C=2N(C=CC1N1CCC(CC1)CC(=O)NC1C3=CC=CC=C3C=3C=CC=CC13)C1=C(N2)C=CC=C1